S(=O)(=O)(OCCCCCCCCCCCC)[O-].[Sm+3].C(CCCCCCCCCCC)OS(=O)(=O)[O-].C(CCCCCCCCCCC)OS(=O)(=O)[O-] Samarium Dodecyl Sulfate